OC1=CC=C(C=C1)NC1=NC(=NC(=C1)C=1C=NC=CC1)[C@@H]1CC[C@@H](N(C1)C(C)=O)C 1-((2S,5R)-5-(4-((4-hydroxyphenyl)amino)-6-(pyridin-3-yl)pyrimidin-2-yl)-2-methylpiperidin-1-yl)ethan-1-one